5-fluoro-3,3-dimethyl-1-tetrahydropyran-2-yl-4-(4,4,5,5-tetramethyl-1,3,2-dioxaborolan-2-yl)pyrrolo[2,3-b]pyridin-2-one FC=1C(=C2C(=NC1)N(C(C2(C)C)=O)C2OCCCC2)B2OC(C(O2)(C)C)(C)C